Cl.ClC=1C=C(C(=O)N[C@H](C)C2=CC(=NO2)C2=CC(=NC=C2)CC)C=CC1 (R)-3-chloro-N-(1-(3-(2-ethylpyridin-4-yl)isoxazol-5-yl)ethyl)benzamide hydrochloride